cyanoethyl hydroxyiminoacetate (ethyl cyanohydroxyiminoacetate) C(C)ON=C(C(=O)O)C#N.ON=CC(=O)OCCC#N